C(C)(C)(C)OC(NC/C(=C\F)/COC=1C=NC(=NC1)N1C(N(CC1)C)=O)=O N-[(E)-3-fluoro-2-[[2-(3-methyl-2-oxo-imidazolidin-1-yl)pyrimidin-5-yl]oxymethyl]allyl]carbamic acid tert-butyl ester